C(C)(C)N(C(C1=CC(=CC=C1)C)=O)CC(=C)C N-isopropyl-N-[(2-methyl)allyl]-3-methylbenzamide